C1N(CC12CNC2)CC2=C(C=C(C=C2)C2=NC=CC(=C2Cl)C=2C(=C(C=CC2)C2=CC=C(C(=N2)OC)CN2CC1(C2)CNC(C1)=O)Cl)OC 2-((6-(3-(2-(4-((2,6-Diazaspiro[3.3]heptan-2-yl)methyl)-3-methoxyphenyl)-3-chloropyridin-4-yl)-2-chlorophenyl)-2-methoxypyridin-3-yl)methyl)-2,6-diazaspiro[3.4]-octan-7-one